3-bromo-1-(trimethyl-silyl)-1-propyne BrCC#C[Si](C)(C)C